FC=1C=C2C(=C(/C(/C2=CC1)=C/C1=CC=C(C=C1)N1CCCCC1)C)CC(=O)NO 2-[(1Z)-5-fluoro-2-methyl-1-{[4-(piperidin-1-yl)phenyl]methylidene}-1H-inden-3-yl]-N-hydroxyacetamide